CC(C)(C)OC(=O)N1CCO[C@H]2[C@H]1CNC2 tert-butyl (4aR,7aR)-octahydropyrrolo[3,4-b]morpholine-4-carboxylate